2-(9-(4-hydroxybutyl)-3,9-diazaspiro[5.5]undecan-3-yl)propane-1,3-diyl bis(2-hexyldecanoate) C(CCCCC)C(C(=O)OCC(COC(C(CCCCCCCC)CCCCCC)=O)N1CCC2(CC1)CCN(CC2)CCCCO)CCCCCCCC